C(C)S(=O)(=O)NC1=CC=C(C=C1)C1=NNC(=C1C(=O)N)NC1=NC(=CC=C1)OC 3-(4-(ethylsulfonamido)phenyl)-5-((6-methoxypyridin-2-yl)amino)-1H-pyrazole-4-carboxamide